C1(CCCCC1)OCC1OCC1 (cyclohexyloxy)methyloxetane